2-[[5-ethylsulfanyl-6-[3-methyl-6-(trifluoromethyl)imidazo[4,5-b]pyridin-2-yl]-3-pyridyl]oxy]acetonitrile C(C)SC=1C=C(C=NC1C1=NC=2C(=NC=C(C2)C(F)(F)F)N1C)OCC#N